C(#N)C=1C=C(OCC(=O)O)C=C(C1)C#N 2-(3,5-dicyanophenoxy)acetic acid